21-[4-[3-(ethylamino)-2-pyridinyl]piperazinyl]-16α-methylpregna-1,4,9(11)-triene-3,20-dione C(C)NC=1C(=NC=CC1)N1CCN(CC1)CC([C@H]1[C@@H](C[C@H]2[C@@H]3CCC4=CC(C=C[C@]4(C)C3=CC[C@]12C)=O)C)=O